(S)-4-ethyl-4,9-dihydroxy-10-(piperazin-1-ylmethyl)-1H-pyrano[3',4':6,7]indolizino[1,2-b]quinoline-3,14(4H,12H)-dione C(C)[C@]1(C(OCC=2C(N3CC=4C(=NC=5C=CC(=C(C5C4)CN4CCNCC4)O)C3=CC21)=O)=O)O